sodium persulfate (persulfate) S(=O)(=O)([O-])OOS(=O)(=O)O.S(=O)(=O)(O)OOS(=O)(=O)O.[Na+]